C1=C(N=NN1N)N 3,5-DIAMINOTRIAZOLE